BrC=1C(=C(C#N)C=CC1)NC(C)(C)C bromo-2-(tert-butylamino)benzonitrile